5-[4-(trifluoromethoxy)phenyl]-1h,2h,3h,4h,5h,6h-pyrrolo[3,4-c]pyrrole-2-carboxylic acid tert-butyl ester C(C)(C)(C)OC(=O)N1CC=2CN(CC2C1)C1=CC=C(C=C1)OC(F)(F)F